(4-chlorophenyl)ammonium tetradodecyl-borate C(CCCCCCCCCCC)[B-](CCCCCCCCCCCC)(CCCCCCCCCCCC)CCCCCCCCCCCC.ClC1=CC=C(C=C1)[NH3+]